C1(=CCCC1)N1CCOCC1 N-(1-cyclopentenyl)morpholine